FC=1C=C(C=CC1N1CC(CCC1)N1CCCC1)C1(NNC(=N1)N)N 3-(3-fluoro-4-(3-pyrrolidin-1-yl-piperidin-1-yl)phenyl)-1H-1,2,4-triazole-3,5-diamine